C1(CC1)C=1C(=NSC1C(=O)OCC)C1=CC=CC=2N(N=NC21)C ETHYL 4-CYCLOPROPYL-3-(1-METHYL-1H-BENZO[D][1,2,3]TRIAZOL-4-YL)ISOTHIAZOLE-5-CARBOXYLATE